C(C)C1=C(C(=O)NC2=CC=C(C=C2)C=2C3=C(NC(CN2)=O)C2=CC=CC=C2C=C3)C(=CC=C1)O 2-ethyl-6-hydroxy-N-[4-(2-oxo-2,3-dihydro-1H-naphtho[1,2-e][1,4]-diazepin-5-yl)phenyl]benzamide